N2,N3-bis(3,5-bis(trifluoromethyl)phenyl)pyrazine-2,3-diamine FC(C=1C=C(C=C(C1)C(F)(F)F)NC1=NC=CN=C1NC1=CC(=CC(=C1)C(F)(F)F)C(F)(F)F)(F)F